4-trifluoromethyloxyphenyloxazole FC(OC1=CC=C(C=C1)C=1OC=CN1)(F)F